2-(t-butylsulfanyl)-ethylamine C(C)(C)(C)SCCN